[Cl-].CO[Si](OC)(OC)C[N+](C)(CCCCCCCCCCCCCCCCCC)CCC trimethoxysilyl-propyl-octadecyl-dimethyl-ammonium chloride